tert-butyl 4-(4-(6,7-dihydro-5H-pyrrolo[3,4-b]pyridine-6-carboxamido) phenyl)-3,6-dihydropyridine-1(2H)-carboxylate N1=C2C(=CC=C1)CN(C2)C(=O)NC2=CC=C(C=C2)C=2CCN(CC2)C(=O)OC(C)(C)C